FC1=C(C(=CC=C1)F)N1N=C(C=CC1=O)C(=O)NC1=C(C2=CN(N=C2C=C1)C1(CCC1)C)N1C[C@@H]([C@@H](C1)C)N 1-(2,6-difluorophenyl)-N-{4-[(3R,4R)-3-amino-4-methyltetrahydro-1H-pyrrol-1-yl]-2-(methylcyclobutyl)indazol-5-yl}-6-oxo-1,2-diazine-3-carboxamide